(2S)-2-amino-5-[2-[[4-[[3-(2,3-difluoro-4-methoxy-phenyl)imidazo[1,2-a]pyrazin-8-yl]amino]-2-methyl-benzoyl]amino]ethylamino]pentanoic acid N[C@H](C(=O)O)CCCNCCNC(C1=C(C=C(C=C1)NC=1C=2N(C=CN1)C(=CN2)C2=C(C(=C(C=C2)OC)F)F)C)=O